IN[C@@H](CC1=CC=CC=C1)C(=O)O iodo-phenylalanine